C(CCCCCCCCCCC)NCC1=CC=CC=C1 N-dodecyl-N-benzylamine